BrC1=CSC2=C1N=C(N=C2NC)Cl 7-bromo-2-chloro-N-methyl-thieno[3,2-d]pyrimidin-4-amine